O1POC=CC=C1 [1,3,2]-Dioxaphosphepin